heptylalcohol C(CCCCCC)O